Cl.NC=1C=C(C(=O)N2CCN(CC2)C(=O)OCC2C3=CC=CC=C3C=3C=CC=CC23)C=CC1 9H-fluoren-9-ylmethyl 4-(3-aminobenzoyl)piperazine-1-carboxylate hydrochloride